8-Hydroxy-6-quinolinyl beta-D-glucopyranosiduronic acid O([C@H]1[C@H](O)[C@@H](O)[C@H](O)[C@H](O1)C(=O)O)C=1C=C2C=CC=NC2=C(C1)O